COC1=C(C(=C2C(=N1)C1=CC=CC=C1C2)C2=CC=C(C=C2)C(F)(F)F)C#N 2-Methoxy-4-(4-trifluoromethyl-phenyl)-5H-indeno[1,2-b]pyridine-3-carbonitrile